[3-{[(2R,3S)-2-[(1R)-1-[3,5-bis(trifluoromethyl)phenyl]ethoxy]-3-(4-fluorophenyl)morpholin-4-yl]methyl}-5-oxo-2H-1,2,4-triazol-1-yl]phosphonic acid FC(C=1C=C(C=C(C1)C(F)(F)F)[C@@H](C)O[C@@H]1[C@@H](N(CCO1)CC=1NN(C(N1)=O)P(O)(O)=O)C1=CC=C(C=C1)F)(F)F